C(C)(C)(C)OC(=O)N1N=CC(=C1)C1=CC=C(C=C1)[N+](=O)[O-] 4-(4-nitrophenyl)-1H-pyrazole-1-carboxylic acid tert-butyl ester